NC1=C(C#N)C=C(C=C1)C(=O)C1=CC=C2C(=CC=CN12)C1=C2C=NN(C2=CC=C1C)C 2-amino-5-[8-(1,5-dimethyl-1H-indazol-4-yl)indolizin-3-carbonyl]benzonitrile